2-(4-fluorophenyl)-2-oxoethylamine FC1=CC=C(C=C1)C(CN)=O